CC=1C=CC2=C(SC(=C2)C(=O)OC)C1 methyl 6-methylbenzo[b]thiophene-2-carboxylate